C(N)(OC=1C(=NC(=NC1)C(NS(=O)(=O)C)=O)OC)=O (4-methoxy-2-((methylsulfonyl) carbamoyl) pyrimidin-5-yl) carbamate